C(CC)(=O)[O-].[Mn+2].C(CC)(=O)[O-] manganese(II) propionate